heptadec-9-yl 3-hydroxypropionate OCCC(=O)OC(CCCCCCCC)CCCCCCCC